(6S,9S)-1-amino-6-((4-(hydroxymethyl)phenyl)carbamoyl)-9-isopropyl-1,8,11-trioxo-13,16,19-trioxa-2,7,10-triazaheneicosane NC(NCCC[C@H](NC([C@@H](NC(COCCOCCOCC)=O)C(C)C)=O)C(NC1=CC=C(C=C1)CO)=O)=O